C(CCCC)S(=O)(=O)[O-].[Mn+2].C(CCCC)S(=O)(=O)[O-] manganese (II) pentanesulfonate